2-(3-{[4-(2-amino-8-methoxyquinazolin-4-yl)-1H-1,2,3-triazol-1-yl]methyl}-1H-pyrazol-1-yl)ethan-1-ol tert-butyl-(3R)-3-(hydroxymethyl)pyrrolidine-1-carboxylate C(C)(C)(C)C1N(CC[C@H]1CO)C(=O)OCCN1N=C(C=C1)CN1N=NC(=C1)C1=NC(=NC2=C(C=CC=C12)OC)N